(2R)-N-((R)-(3-chloro-4-fluorophenyl)(cis-1,1-difluorospiro[2.5]oct-6-yl)methyl)-2-methyl-3-oxopiperazine-1-carboxamide ClC=1C=C(C=CC1F)[C@H](NC(=O)N1[C@@H](C(NCC1)=O)C)C1CCC2(CC2(F)F)CC1